NC(C[C@H](C(=O)NCCCC(=O)OC1=CC=C2C(=CC(OC2=C1)=O)C)NC(CCCCCCC)=O)=O 4-methyl-2-oxo-2H-chromen-7-yl (R)-4-(4-amino-2-octanamido-4-oxobutanamido)butanoate